CSC=1SC(=CN1)C(=O)O 2-methylsulfanyl-thiazole-5-carboxylic acid